NC1=C2C(=NC=N1)N(N=C2C=2C=CC1=C(N=C(O1)N)C2)CCCCC(=O)O 5-[4-amino-3-(2-amino-1,3-benzoxazol-5-yl)-pyrazolo[3,4-d]pyrimidin-1-yl]pentanoic acid